4-bromo-5-methyl-1H-pyrazol-3-amine BrC=1C(=NNC1C)N